1,1,1-trifluoro-2-(7-methoxy-3-(6-((R)-piperidin-3-ylamino)pyrazin-2-yl)imidazo[1,2-b]pyridazin-6-yl)propan-2-ol FC(C(C)(O)C=1C(=CC=2N(N1)C(=CN2)C2=NC(=CN=C2)N[C@H]2CNCCC2)OC)(F)F